C(C=C)(=O)OC(CC)N=C=O acryloyloxy-2-methylethyl isocyanate